CNS(=O)(=O)C=1C=CC(=C(C1)C=1N=CN(C1)CCOCCOCCNC(C)=O)NCC1=CC=C(C=C1)C(F)(F)F N-[2-[2-[2-[4-[5-(Methylsulfamoyl)-2-[[4-(trifluoromethyl)phenyl]methylamino]phenyl]imidazol-1-yl]ethoxy]ethoxy]ethyl]acetamide